tert-Butyl 4-(chloro-phenyl-pyridazin-3-yl-methyl)piperidine-1-carboxylate ClC(C1CCN(CC1)C(=O)OC(C)(C)C)(C=1N=NC=CC1)C1=CC=CC=C1